3-(acryloyloxymethyl)2-phenyl-oxetane C(C=C)(=O)OCC1C(OC1)C1=CC=CC=C1